N-((1R,2R)-2-Aminocyclopentyl)-5-(4-methyl-6-phenoxypyridin-3-yl)-4-oxo-4,5-dihydro-3H-1-thia-3,5,8-triazaacenaphthylene-2-carboxamide N[C@H]1[C@@H](CCC1)NC(=O)C=1SC=2N=CC=C3N(C(NC1C23)=O)C=2C=NC(=CC2C)OC2=CC=CC=C2